ClC1=CC(=C(O[C@H](C(=O)OC)C(C)C)C=C1)C1=NOCC1OCC methyl (2S)-2-[4-chloro-2-(4-ethoxy-4,5-dihydroisoxazol-3-yl)phenoxy]-3-methylbutanoate